OC1=C(C=C(C=C1C(C)(C)CC)C(C)(C)CC)N1N=C2C(=N1)C=CC=C2 2-(2-hydroxy-3,5-di-t-pentylphenyl)-2H-benzotriazole